FC(C(=O)O)(F)F.FC(S(=O)(=O)OC1=NC(=C(C2=C1C=CS2)C2=C(C=C(C=C2OC(C)C)F)F)C=2SC=1CNCCC1N2)(F)F [7-(2,4-difluoro-6-isopropoxy-phenyl)-6-(4,5,6,7-tetrahydrothiazolo[5,4-c]pyridin-2-yl)thieno[3,2-c]pyridin-4-yl] trifluoromethanesulfonate trifluoroacetic acid salt